dibenzothiophene sulfonium salt [SH3+].C1=CC=CC=2SC3=C(C21)C=CC=C3